ethyl 6-(2-{[7-(5-methyl-1,2,4-oxadiazol-3-yl) isoquinolin-1-yl] amino} ethyl)-5-oxo-5,6-dihydro-1,6-naphthyridine-3-carboxylate CC1=NC(=NO1)C1=CC=C2C=CN=C(C2=C1)NCCN1C(C=2C=C(C=NC2C=C1)C(=O)OCC)=O